ClC=1C(=NC(=C(C1)C#N)N1C[C@@H](C([C@@H](C1)C)(F)F)C)NC=1C=C2C=C(C(NC2=CC1)=O)OCC(=O)OC methyl 2-[[6-[[3-chloro-5-cyano-6-[(3S,5R)-4,4-difluoro-3,5-dimethyl-1-piperidyl]-2-pyridyl]amino]-2-oxo-1H-quinolin-3-yl]oxy]acetate